BrC1=NC(=CC(=C1)C1CCOCC1)Br 2,6-dibromo-4-(tetrahydro-2H-pyran-4-yl)-pyridine